(S)-N4-(2-amino-1-phenylethyl)-5-(1,3,4-oxadiazol-2-yl)pyrimidine-2,4-diamine NC[C@H](C1=CC=CC=C1)NC1=NC(=NC=C1C=1OC=NN1)N